C(C)(=O)[O-].C(C)(=O)[O-].C(CCCCCCC)[Sn+2]CCCCCCCC Dioctyl-Tin Diacetate